FC1=C(OC2=CC=C(C=N2)CN2C(C[C@@H]([C@@H]2C)O)=O)C=CC(=C1)F (4S,5S)-1-{[6-(2,4-difluorophenoxy)pyridine-3-yl]methyl}-4-hydroxy-5-methylpyrrolidine-2-one